tert-Butyl (3-(2-(3-(2-bromo-6-methoxypyridin-3-yl)-4-oxo-6-(trifluoromethyl)-3,4-dihydro pyrido[3,4-d]pyrimidin-1(2H)-yl)-5-fluorophenyl)propyl)carbamate BrC1=NC(=CC=C1N1CN(C2=C(C1=O)C=C(N=C2)C(F)(F)F)C2=C(C=C(C=C2)F)CCCNC(OC(C)(C)C)=O)OC